tert-butyl (3R,4R)-4-(((7-((tert-butoxycarbonyl) (4-(3-methoxypyridin-2-yl) benzyl) amino)-3-isopropylpyrazolo[1,5-a]pyrimidin-5-yl) amino) methyl)-3-hydroxypiperidine-1-carboxylate C(C)(C)(C)OC(=O)N(C1=CC(=NC=2N1N=CC2C(C)C)NC[C@@H]2[C@H](CN(CC2)C(=O)OC(C)(C)C)O)CC2=CC=C(C=C2)C2=NC=CC=C2OC